COC1=C(C=CC=C1)C=1N=C(SC1)C1CCN(CC1)C1=C(C(N(C2=CC=CC=C12)C)=O)C#N 4-{4-[4-(2-Methoxyphenyl)-1,3-thiazol-2-yl]piperidin-1-yl}-1-methyl-2-oxo-1,2-dihydroquinoline-3-carbonitrile